O=C1NC(CCC1N1C(C2=CC=C(C=C2C1=O)N1CCC(CC1)CN1CCC(CC1)OCC1CCN(CC1)C(=O)OC(C)(C)C)=O)=O tert-butyl 4-[[1-[[1-[2-(2,6-dioxo-3-piperidyl)-1,3-dioxo-isoindolin-5-yl]-4-piperidyl]methyl]-4-piperidyl]oxymethyl]piperidine-1-carboxylate